2-((2S,5S)-2-(3,4-difluorophenyl)-5-methylpyrrolidin-1-yl)-N-(5-(3,5-dimethylisoxazol-4-yl)-2-((trans)-4-methoxycyclohexylamino)phenyl)acetamide FC=1C=C(C=CC1F)[C@H]1N([C@H](CC1)C)CC(=O)NC1=C(C=CC(=C1)C=1C(=NOC1C)C)N[C@@H]1CC[C@H](CC1)OC